ON1NC2=C(N1)C=CC=C2 2-Hydroxybenzotriazolen